5-(1-methylpyrazol-4-yl)-N-[rac-(6S)-4-methyl-5-oxo-7,8-dihydro-6H-pyrazolo[1,5-a][1,3]diazepin-6-yl]-5,6,7,8-tetrahydro-[1,2,4]triazolo[1,5-a]pyridine CN1N=CC(=C1)C1CCCC2N1N=CN2[C@@H]2C(N(C=1N(CC2)N=CC1)C)=O |r|